C(C)(C)(C)OC(=O)N1CCN(CC1)C=1C2=C(N=C(N1)OC[C@H]1N(CCC1)C)CN(C2)C2=CC=CC1=CC=CC(=C21)Cl (S)-4-(6-(8-chloronaphthalen-1-yl)-2-((1-methylpyrrolidin-2-yl)methoxy)-6,7-dihydro-5H-pyrrolo[3,4-d]pyrimidin-4-yl)piperazine-1-carboxylic acid tert-butyl ester